6-butyryl-4-methylpyridin-3-ylboronic acid C(CCC)(=O)C1=CC(=C(C=N1)B(O)O)C